N1C(=CC=2C=NC=CC21)CNC(CN2C(=NC=C(C2=O)NC\C=C\C2=CC=C(C=C2)OCF)C2=CC=CC=C2)=O (E)-N-((1H-pyrrolo[3,2-c]pyridine-2-yl)methyl)-2-(5-((3-(4-(fluoromethoxy)phenyl)allyl)amino)-6-oxo-2-phenylpyrimidin-1(6H)-yl)acetamide